imidazo[4,5-b][1,4]thiazepine N1=CN=C2SCC=CN=C21